7-Bromo-2-((5-(5-(difluoromethyl)-1,3,4-oxadiazol-2-yl)pyridin-2-yl)methyl)-4,4-dimethylisoquinoline-1,3(2H,4H)-dione BrC1=CC=C2C(C(N(C(C2=C1)=O)CC1=NC=C(C=C1)C=1OC(=NN1)C(F)F)=O)(C)C